Cl.NCCSC(C(=O)O)CC(=O)O 2-((2-aminoethyl)thio)succinic acid hydrochloride